(1S)-1-(3-Chlorophenyl)-1-[5-(1,3-dioxolan-2-yl)-3-thienyl]butane ClC=1C=C(C=CC1)[C@H](CCC)C1=CSC(=C1)C1OCCO1